C(C)(C)(C)N1N(C(C2=CC=C(C=C12)C(=O)N)=O)C1C(NC(CC1)=O)=O (tert-butyl)-2-(2,6-dioxopiperidin-3-yl)-3-oxo-2,3-dihydro-1H-indazole-6-carboxamide